C(C)C1=C(NC2=CC=C(C=C12)CC1NCCC1)C1=CC(=NC=C1)C 3-ethyl-2-(2-methylpyridin-4-yl)-5-(pyrrolidin-2-ylmethyl)-1H-indole